C1OCC12CN(C2)CCCCN2N=CC=C(C2=O)C2=CC=CC=C2 2-(4-{2-oxa-6-azaspiro[3.3]heptan-6-yl}butyl)-4-phenyl-2,3-dihydropyridazin-3-one